C1=C(C=CC2=CC=CC=C12)/C(=C/CN1CCN(CC1)C(=O)NC1=CC=C(C=C1)C(F)(F)F)/C (E)-4-(3-(naphthalen-2-yl)but-2-en-1-yl)-N-(4-(trifluoromethyl)phenyl)piperazine-1-carboxamide